Nα-(L-glutamyl)-1-methyl-D-tryptophan N[C@@H](CCC(=O)O)C(=O)N[C@H](CC1=CN(C2=CC=CC=C12)C)C(=O)O